ClC1=C(C=CC=C1Cl)N1CCN(CC1)CC[C@@H]1CC[C@H](CC1)N(S(=O)(=O)C)C N-(trans-4-(2-(4-(2,3-dichlorophenyl)piperazin-1-yl)ethyl)cyclohexyl)dimethyl-sulphonamide